COC(=O)C1(CCC2(C=CC3=CC=CC=C23)CC1)NC1=CC(=CC=C1)Cl 4-(3-chloroanilino)spiro[cyclohexane-1,1'-indene]-4-carboxylic acid methyl ester